N-[3-(4-Fluorophenyl)-1-methylazetidin-3-yl]-6-(5-methylquinolin-3-yl)-4-oxo-3-(propan-2-yl)-4,5-dihydropyrazolo[1,5-a]pyrazine-2-carboxamide FC1=CC=C(C=C1)C1(CN(C1)C)NC(=O)C1=NN2C(C(NC(=C2)C=2C=NC3=CC=CC(=C3C2)C)=O)=C1C(C)C